hydroxy-phenylacetic acid 8-methyl-8-azabicyclo[3.2.1]oct-3-yl ester CN1C2CC(CC1CC2)OC(C(C2=CC=CC=C2)O)=O